C(CCCCCCC)C1=NN=C(O1)CC(C(=O)O)=C 2-((5-octyl-1,3,4-oxadiazol-2-yl)methyl)acrylic acid